FC(C(CC(=O)[O-])=O)(F)F 4,4,4-trifluoro-3-oxobutyrate